NC1CC2C(CN(C2)C=2N=C3SC(=NN3C2CO)C2=C(C(=CC=C2)Cl)Cl)C1 (6-(5-aminohexahydrocyclopenta[c]pyrrol-2(1H)-yl)-2-(2,3-dichlorophenyl)imidazo[2,1-b][1,3,4]thiadiazol-5-yl)methanol